CN1C(OCC1C(=O)N)=O 3-methyl-2-oxooxazolidine-4-carboxamide